tert-butyl (S)-4-(1-((2,7-dimethylimidazo[1,2-a]pyrimidin-6-yl)carbamoyl)-2,3-dihydro-1H-pyrrolo[2,3-b]pyridin-4-yl)-2-methylpiperazine-1-carboxylate CC=1N=C2N(C=C(C(=N2)C)NC(=O)N2CCC=3C2=NC=CC3N3C[C@@H](N(CC3)C(=O)OC(C)(C)C)C)C1